C(C)(C)(C)OC(=O)N1[C@@H]2[C@@H]([C@@H](C[C@H]1CCC2)O)F |r| (+/-)-(1S,2S,3R,5R)-2-fluoro-3-hydroxy-9-azabicyclo[3.3.1]Nonane-9-carboxylic acid tert-butyl ester